N1(CCC1)CC1(C(C1)(F)F)NC(OC(C)(C)C)=O tert-butyl (1-(azetidin-1-ylmethyl)-2,2-difluorocyclopropyl)carbamate